1-METHYL-3-CYCLOHEXENECARBOXYLIC ACID CC1(CC=CCC1)C(=O)O